C(=O)(O)CCC(=O)C1=CC2=NC(=C(C=C2S1)OC)OCCOC1=C(C2=C(SC(=C2)C(C[C@@H](C(=O)O)C)=O)C=C1OC)F (S)-4-(5-(2-((2-(3-carboxypropanoyl)-6-methoxythieno[3,2-b]pyridin-5-yl)oxy)ethoxy)-4-fluoro-6-methoxybenzo[b]thiophen-2-yl)-2-methyl-4-oxobutanoic acid